C(C)S(=O)(=O)C=1C(=NC=C(C1)C1=CC=C(C=C1)F)C1=NOC(N1C1=NC=C(C=C1)C(F)(F)F)=O 3-(3-(ethylsulfonyl)-5-(4-fluorophenyl)pyridin-2-yl)-4-(5-(trifluoromethyl)pyridin-2-yl)-1,2,4-oxadiazol-5(4H)-one